1-[(2R,4S,5R)-5-{[(tert-butyldimethylsilyl)oxy]methyl}-5-(chloromethyl)-4-[(4-methoxyphenyl)diphenylmethoxy]oxolan-2-yl]-3H-pyrimidine-2,4-dione Calcium Phosphate P(=O)([O-])([O-])[O-].[Ca+2].[Si](C)(C)(C(C)(C)C)OC[C@@]1([C@H](C[C@@H](O1)N1C(NC(C=C1)=O)=O)OC(C1=CC=CC=C1)(C1=CC=CC=C1)C1=CC=C(C=C1)OC)CCl.P(=O)([O-])([O-])[O-].[Ca+2].[Ca+2]